ClC1=C(C(=C(C(=C1[N+](=O)[O-])OC)C)OC)O 2-chloro-4,6-dimethoxy-5-methyl-3-nitrophenol